COC=1C=C(CN(C=2SC=C(N2)COCCN2CCOCC2)CC2=CC(=CC=C2)N2CCN(CC2)C)C=CC1 N-(3-methoxybenzyl)-N-(3-(4-methylpiperazin-1-yl)benzyl)-4-((2-morpholinoethoxy)methyl)thiazol-2-amine